N-(8-oxo-1,2,3,3a,8,8a-hexahydrocyclopenta[a]inden-6-yl)pivalamide O=C1C2C(C=3C=CC(=CC13)NC(C(C)(C)C)=O)CCC2